Ethyl (S)-3-(3-(4-Hydroxy-1-methyl-2-oxo-1,2-dihydropyridin-3-yl)ureido)-3-(3'-(trifluoromethoxy)biphenyl-3-yl)propanoat OC1=C(C(N(C=C1)C)=O)NC(N[C@@H](CC(=O)OCC)C=1C=C(C=CC1)C1=CC(=CC=C1)OC(F)(F)F)=O